tert-butyl (S)-2-((((9H-fluoren-9-yl)methoxy)carbonyl)amino)-3-(3-cyanopyridin-4-yl)propanoate C1=CC=CC=2C3=CC=CC=C3C(C12)COC(=O)N[C@H](C(=O)OC(C)(C)C)CC1=C(C=NC=C1)C#N